ClC1=C(C=CC(=C1)OC1=CC=CC=C1)C(C1=CNC2=C1C1=C(N(C([C@](N1)(C)COC)=O)CCO)C=N2)O (2S)-9-((2-chloro-4-phenoxyphenyl)(hydroxy)methyl)-4-(2-hydroxyethyl)-2-(methoxymethyl)-2-methyl-1,2,4,7-tetrahydro-3H-pyrrolo[3',2':5,6]pyrido[3,4-b]pyrazin-3-one